FC=1C(=C(C=CC1)NN1C(=CC=2C(NCCC21)=O)C2=C(C=NC=C2)OC[C@H]2N(CC2)C(C(=C)F)=O)OC [(3-fluoro-2-methoxyphenyl)amino]-2-(3-{[(2S)-1-(2-fluoroprop-2-enoyl)azetidin-2-yl]methoxy}pyridin-4-yl)-1H,5H,6H,7H-pyrrolo[3,2-c]pyridin-4-one